1,3-dithian-1,1,3,3-tetraoxide S1(CS(CCC1)(=O)=O)(=O)=O